2,4-dimethyl-2-heptenal CC(C=O)=CC(CCC)C